BrC1=CC2=C(C(=NO2)N)C2=C1CCO2 4-bromo-2,3-dihydrobenzofuro[7,6-d]isoxazol-8-amine